CC1=NC2=C(N1)C=CC(=C2)C=O 2-methyl-1H-1,3-benzodiazole-5-carbaldehyde